C(C)N(CCCN1C(=CN2C1SC1=C2C=CC=C1)C1=CC(=CC=C1)N1CCOCC1)CC N-(3-(diethylamino)propyl)-2-(3-morpholinophenyl)benzo[d]imidazo[2,1-b]thiazole